N-oleyl-2-ethyl-3-benzyloxypyridin-4-one C(CCCCCCC\C=C/CCCCCCCC)N1C(=C(C(C=C1)=O)OCC1=CC=CC=C1)CC